O1CCC(CC1)C1=CC=C(C=C1)NC1=CC=C(CCC(=O)N)C=C1 4-((4-(tetrahydro-2H-pyran-4-yl)phenyl)amino)benzylacetamide